ClC=1C=C(C=CC1)C1=CC=2C3(C4=CC=CC=C4OC2C=C1)C1=CC=CC=C1C=1C=CC=CC13 2'-(3-chlorophenyl)spiro[fluorene-9,9'-xanthene]